O1CCN(CC1)CC(=O)OC1=C(C=CC=C1)\N=N\C=1C(=NC(=CC1)NC(CNC(=O)OC(C)(C)C)=O)N (E)-2-((2-amino-6-(2-((tert-butoxycarbonyl)amino)acetamido)pyridin-3-yl)diazenyl)phenyl 2-morpholinoacetate